5-acetamido-N-((R)-1-(3-(5-((((1S,3R)-3-hydroxycyclopentyl)amino)methyl)thiophen-2-yl)phenyl)ethyl)-2-methylbenzamide C(C)(=O)NC=1C=CC(=C(C(=O)N[C@H](C)C2=CC(=CC=C2)C=2SC(=CC2)CN[C@@H]2C[C@@H](CC2)O)C1)C